2-((8-[(3β)-cholest-5-en-3-yloxy]octyl)oxy)N,N-dimethyl-3-[(9Z,12Z)-octadeca-9,12-dien-1-yloxy]propan-1-amine CC(C)CCC[C@@H](C)[C@H]1CC[C@H]2[C@@H]3CC=C4C[C@H](CC[C@]4(C)[C@H]3CC[C@]12C)OCCCCCCCCOC(CN(C)C)COCCCCCCCC\C=C/C\C=C/CCCCC